OC(CCCCCCCCCCCCCCCCCCCC(=O)O)CCC(CCC)O 21,24-Dihydroxyheptacosanoic acid